FC(C)(F)C1=CC=CC(=N1)C1=NC(=NC(=N1)NC1=CC(=NC=C1)C(C)(F)F)NCC(C)(O)C ((4-(6-(1,1-difluoroethyl)pyridin-2-yl)-6-((2-(1,1-difluoroethyl)pyridin-4-yl)amino)-1,3,5-triazin-2-yl)amino)-2-methylpropan-2-ol